ClC=1C=C(C=CC1)NC(C(=O)N[C@H](C(=O)N[C@@H](C[C@H]1C(NCCC1)=O)C(CO)=O)CC(C)(C)C)=O N1-(3-chlorophenyl)-N2-((S)-1-(((S)-4-hydroxy-3-oxo-1-((S)-2-oxopiperidin-3-yl)butan-2-yl)amino)-4,4-dimethyl-1-oxopentan-2-yl)oxalamide